NCCC(=O)OC(C)(C)C tert-butyl 3-amino-propanoate